N-(4-amino-trans-cyclohexyl)-2-(5-methoxy-1H-indol-3-yl)-N-methylacetamide N[C@@H]1CC[C@H](CC1)N(C(CC1=CNC2=CC=C(C=C12)OC)=O)C